2-chloro-N-((1-(2-((4-chlorophenyl)amino)-2-methylpropanoyl)piperidin-4-yl)methyl)acetamide ClCC(=O)NCC1CCN(CC1)C(C(C)(C)NC1=CC=C(C=C1)Cl)=O